C(CCCCO)CCC/C=C\\C/C=C\\C/C=C\\CCCC(=O)O The molecule is a HETrE that is (5Z,8Z,11Z)-icosatrienoic acid substituted at position 20 by a hydroxy group. It has a role as a human xenobiotic metabolite. It is a HETrE and an omega-hydroxy fatty acid. It derives from a (5Z,8Z,11Z)-icosatrienoic acid. It is a conjugate acid of a 20-HETrE(1-).